2-[2-[[6-[3-(2,4-Dioxohexahydropyrimidin-1-yl)azetidin-1-yl]pyridine-3-carbonyl]amino]ethoxy]-ethoxylpropanoic acid O=C1N(CCC(N1)=O)C1CN(C1)C1=CC=C(C=N1)C(=O)NCCOCCOC(C(=O)O)C